FC(C(C(C(F)(F)F)(F)F)(F)F)(C=1OC2=C(C1CP(C1=CC=CC=C1)(C1=CC=CC=C1)=O)C=CC=C2)F ((2-(Perfluorobutyl)benzofuran-3-yl)methyl)diphenylphosphine oxide